Dimethyl 2-(2-((1H-indol-2-yl)thio)-2-(o-tolyl)ethyl)malonate N1C(=CC2=CC=CC=C12)SC(CC(C(=O)OC)C(=O)OC)C1=C(C=CC=C1)C